2'-O-methyl-uridine Aluminum Hydroxypyridine-4-carboxylate OC1=NC=CC(=C1)C(=O)[O-].[Al+3].CO[C@H]1[C@@H](O[C@@H]([C@H]1O)CO)N1C(=O)NC(=O)C=C1.OC1=NC=CC(=C1)C(=O)[O-].OC1=NC=CC(=C1)C(=O)[O-]